N-[(4-methanesulfonylphenyl)methyl]pentanediamide hydrochloride Cl.CS(=O)(=O)C1=CC=C(C=C1)CNC(CCCC(=O)N)=O